ClC1=C(C=C(C=C1)C1CCN(CC1)C1=C(C=C(C=C1)NC1C(NC(CC1)=O)=O)F)OC 3-((4-(4-(4-Chloro-3-methoxyphenyl)piperidin-1-yl)-3-fluorophenyl)amino)piperidine-2,6-dione